C(C)C1=C(C=CC(=C1)CC)O 2,4-diethylphenol